tert-butyldiphenyl-(cis-3-vinylcyclobutoxy)silane C(C)(C)(C)[Si](O[C@@H]1C[C@@H](C1)C=C)(C1=CC=CC=C1)C1=CC=CC=C1